2,5-dimethyl-phenylboronic acid CC1=C(C=C(C=C1)C)B(O)O